N1=CN=CC=2N=CC(NC12)=O Pteridine-7(8H)-one